1-(1,1-difluoro-5-phenyl-pent-1-en-3-yl)-4-(trifluoromethyl)benzene FC(=CC(CCC1=CC=CC=C1)C1=CC=C(C=C1)C(F)(F)F)F